4-(1,3-dioxolan-2-yl)piperidine O1C(OCC1)C1CCNCC1